4-PHENETHYL-1H-IMIDAZOLE-2-CARBALDEHYDE C(CC1=CC=CC=C1)C=1N=C(NC1)C=O